FC(F)(F)[Si](Cl)(C(F)(F)F)C(F)(F)F tri(trifluoromethyl)chlorosilane